3-amino-1,2,4-triazol-5-one NC=1N=NC(N1)=O